C1(CC1)N1C=C(C(C2=CC(=C(C=C12)F)F)=O)CN([C@@H]1CN(CCC1)C=1C=NC=C(C1)C(F)(F)F)CC1=CC(=NC=C1)C 1-cyclopropyl-6,7-difluoro-3-({[(2-methylpyridin-4-yl)methyl][(3S)-1-[5-(trifluoromethyl)pyridin-3-yl]piperidin-3-yl]amino}methyl)-1,4-dihydroquinolin-4-one